S(=O)(=O)(O)C1=C2C=CC(C(=C3C=CC(=C(C=4C=CC(=C(C5=CC=C1N5)S(=O)(=O)O)N4)S(=O)(=O)O)N3)S(=O)(=O)O)=N2 tetra-sulfoporphyrin